BrC=1C=NN(C1CO)C (4-bromo-1-methyl-1H-pyrazol-5-yl)methanol